CCCCCC(=O)CC(=O)SCCNC(=O)CCNC(=O)[C@@H](C(C)(C)COP(=O)(O)OP(=O)(O)OC[C@@H]1[C@H]([C@H]([C@@H](O1)N2C=NC3=C(N=CN=C32)N)O)OP(=O)(O)O)O The molecule is an oxo-fatty acyl-CoA that results from the formal condensation of the thiol group of coenzyme A with the carboxylic acid group of 3-oxooctanoic acid. It has a role as a human metabolite, an Escherichia coli metabolite and a mouse metabolite. It derives from an octanoyl-CoA and a 3-oxooctanoic acid. It is a conjugate acid of a 3-oxooctanoyl-CoA(4-).